methyl 7-bromo-4-(bromomethyl)benzofuran-5-carboxylate BrC1=CC(=C(C=2C=COC21)CBr)C(=O)OC